COC([C@H](C[C@H]1C(NCC1)=O)NC(=O)OC(C)(C)C)=O (S)-2-((tert-butoxycarbonyl)amino)-3-((S)-2-oxopyrrolidin-3-yl)propanoic acid methyl ester